C(C)OC=1C=C(C=CC1OCC)N1C=NC(=C1)N 1-(3,4-diethoxyphenyl)-1H-imidazole-4-amine